hexadecahydro-1H-cyclopenta[a]phenanthren-3-yl piperazine-1-carboxylate maleate C(\C=C/C(=O)O)(=O)O.N1(CCNCC1)C(=O)OC1CCC2C3CCC4CCCC4C3CCC2C1